ClC1=C(C(=C(C=C1OC)OC)Cl)C1CCC=2C(=NNC2C1)C1=NN(C=C1NC(C=C)=O)C N-(3-(6-(2,6-dichloro-3,5-dimethoxyphenyl)-4,5,6,7-tetrahydro-1H-indazol-3-yl)-1-methyl-1H-pyrazol-4-yl)acrylamide